(R)-2-chloro-N4-(1-(4-(1-methyl-4-(trifluoromethyl)-1H-imidazol-2-yl)phenyl)ethyl)pyrimidine-4,5-diamine ClC1=NC=C(C(=N1)N[C@H](C)C1=CC=C(C=C1)C=1N(C=C(N1)C(F)(F)F)C)N